(3-Phenoxyazetidin-1-yl)(5-(2,4,5-trifluoro-3-hydroxyphenyl)-1,2,4-oxadiazol-3-yl)methanone O(C1=CC=CC=C1)C1CN(C1)C(=O)C1=NOC(=N1)C1=C(C(=C(C(=C1)F)F)O)F